ClC1=CC=C2C(=N1)N(N=C2)CC 6-Chloro-1-ethyl-1H-pyrazolo[3,4-b]pyridine